N1=C(C=CC2=CC=CC=C12)[PH2]=O quinolinylphosphine oxide